NC1=NC2=C(C=3C=C(C=NC13)CCC1=C(C=C(C=C1)OC)C)C=CC(=C2)C(=O)P(O)(O)=O 5-amino-2-(4-methoxy-2-methylphenethyl)benzo[f][1,7]naphthyridine-8-carbonylphosphonic acid